o-aminodiphenylamine C1=CC=C(C=C1)NC2=CC=CC=C2N